C(CCC)[C@@H]1N=C(C2=CC=C(C=C2C1)OC)C12CC(C1)(C2)NC(=O)C2=CC=NC=C2 N-{3-[(3S)-3-butyl-6-methoxy-3,4-dihydroisoquinolin-1-yl]bicyclo[1.1.1]pent-1-yl}pyridine-4-carboxamide